O-methyl-N-(4-nitrophenyl)hydroxylamine CONC1=CC=C(C=C1)[N+](=O)[O-]